C(OC[C@]1(O[C@H]([C@@H]([C@@H]1O)O)C1=CC=C2C(=NC=NN21)N)C#N)(OCC2CC2)=O ((2R,3S,4R,5S)-5-(4-aminopyrrolo[2,1-f][1,2,4]triazin-7-yl)-2-cyano-3,4-dihydroxytetrahydrofuran-2-yl)methyl (cyclopropylmethyl) carbonate